tridecane-6,8-dione CCCCCC(CC(CCCCC)=O)=O